N-[(3R,4S)-4-fluoro-1-(4-fluorocyclohexanecarbonyl)pyrrolidin-3-yl]benzamide F[C@@H]1[C@@H](CN(C1)C(=O)C1CCC(CC1)F)NC(C1=CC=CC=C1)=O